COC(=O)C1=CC2=C(N(C=N2)CC)C(=C1)OC 1-Ethyl-7-methoxy-1H-1,3-benzodiazole-5-carboxylic acid methyl ester